butyl 4-(4,4,5,5-tetramethyl-1,3,2-dioxaborolan-2-yl)benzoate CC1(OB(OC1(C)C)C1=CC=C(C(=O)OCCCC)C=C1)C